C1(CCCCC1)C1=CC=C(CN(C(C(F)(F)F)=O)C=2C=C3C=CN(C(C3=CC2)=O)COCC[Si](C)(C)C)C=C1 N-(4-cyclohexylbenzyl)-2,2,2-trifluoro-N-(1-oxo-2-((2-(trimethylsilyl)ethoxy)methyl)-1,2-dihydroisoquinolin-6-yl)acetamide